2-(7-METHOXY-3-OXO-2H-BENZO[B][1,4]THIAZIN-4(3H)-YL)-N-(5-(PYRIDIN-2-YL)-4H-1,2,4-TRIAZOL-3-YL)ACETAMIDE COC=1C=CC2=C(SCC(N2CC(=O)NC2=NN=C(N2)C2=NC=CC=C2)=O)C1